C1(=CC(=CC=C1)N1C2=CC=CC=C2C=2C=C(C=CC12)C=1C=CC=2N(C3=CC=CC=C3C2C1)C=1C=C(C=CC1)C1=CC=CC=C1)C1=CC=CC=C1 9,9'-bis(biphenyl-3-yl)-3,3'-bi-9H-carbazole